C(C)(C)C=1C=C(C=CC1)C1=NOC=C1 3-(3-isopropylphenyl)-isoxazole